(S)-2-(4-(4-chloropyrazolo[1,5-a]pyridin-2-yl)-1,4,6,7-tetrahydro-5H-imidazo[4,5-c]pyridin-5-yl)-5-(pyridazin-3-yl)-1,3,4-oxadiazole ClC=1C=2N(C=CC1)N=C(C2)[C@H]2N(CCC1=C2N=CN1)C=1OC(=NN1)C=1N=NC=CC1